[N].N1=CC=C(C=C1)C1=CC=NC=C1 4,4'-bipyridine nitrogen